FC1(CCC=2N(C1)N=C(C2C2=C1C(=NC(=C2)C)NC=C1)C1=NC=C(C=C1)F)COC 4-[6-fluoro-2-(5-fluoro-2-pyridinyl)-6-(methoxymethyl)-5,7-dihydro-4H-pyrazolo[1,5-a]pyridin-3-yl]-6-methyl-1H-pyrrolo[2,3-b]pyridine